2-(2-allyloxyethoxy)ethanol tert-butyl-N-[6-chloro-2-(difluoromethoxy)pyridin-3-yl]carbamate C(C)(C)(C)N(C(=O)OCCOCCOCC=C)C=1C(=NC(=CC1)Cl)OC(F)F